1,3,4-oxadiazol-2-yl-cyclobutanecarbonitrile O1C(=NN=C1)C1(CCC1)C#N